8-([1,2,4]triazolo[4,3-a]pyridin-6-yl)-7-(4-fluorophenyl)-2-((3-fluoropyridin-2-yl)methyl)-[1,2,4]triazolo[1,5-c]pyrimidin-5-amine N=1N=CN2C1C=CC(=C2)C=2C=1N(C(=NC2C2=CC=C(C=C2)F)N)N=C(N1)CC1=NC=CC=C1F